ethylenebismyristamide C(CCCCCCCCCCCCCCC(=O)N)CCCCCCCCCCCCCC(=O)N